3-methyl-6-((4-(trifluoromethoxy)pyridin-2-yl)amino)picolinic acid ethyl ester C(C)OC(C1=NC(=CC=C1C)NC1=NC=CC(=C1)OC(F)(F)F)=O